(3R)-1-(2-((3-azabicyclo[4.1.0]hept-1-yl)methoxy)-7-(8-ethyl-7-fluoro-3-hydroxynaphthalen-1-yl)-8-fluoropyrido[4,3-d]pyrimidin-4-yl)-3-methylpiperidin-3-ol C12(CNCCC2C1)COC=1N=C(C2=C(N1)C(=C(N=C2)C2=CC(=CC1=CC=C(C(=C21)CC)F)O)F)N2C[C@@](CCC2)(O)C